COC=1N=CC=2C3=C(C=NC2C1)N=CN3C3=CC=C(CNS(=O)(=O)N)C=C3 4-(7-Methoxy-1H-imidazo[4,5-c][1,6]naphthyridin-1-yl)benzyl-sulfamide